N1CCC(CC1)S(=O)(=O)C1=C(C=CC=C1)S(=O)(=O)N (piperidin-4-ylsulfonyl)benzenesulfonamide